(1S,3aS,6aR)-2-(2-(3-fluorophenyl)-2,2-difluoroacetyl)-N-((R)-4-fluoro-3-oxo-1-((S)-2-oxopyrrolidin-3-yl)butan-2-yl)octahydrocyclopenta[c]pyrrole-1-carboxamide FC=1C=C(C=CC1)C(C(=O)N1[C@@H]([C@H]2[C@@H](C1)CCC2)C(=O)N[C@H](C[C@H]2C(NCC2)=O)C(CF)=O)(F)F